C(C)OC(=O)C1CCC1 cyclobutane-1-carboxylic acid ethyl ester